(R)-2-(7-(1-ethylpiperidin-3-yl)-7H-pyrrolo[2,3-c]pyridazin-3-yl)-3-methyl-5-(trifluoromethyl)phenol C(C)N1C[C@@H](CCC1)N1C=CC2=C1N=NC(=C2)C2=C(C=C(C=C2C)C(F)(F)F)O